C(N)(=O)C=1N=NC(=CC1NC=1C=C2CCN(C2=CC1)C(=O)[O-])C1=C(C=CC=C1F)F 5-((3-carbamoyl-6-(2,6-difluorophenyl)pyridazin-4-yl)amino)indoline-1-carboxylate